C(C)(C)(C)OC(NCCN1C(=NC=C1)C(NC)=O)=O (2-(2-(methylcarbamoyl)-1H-imidazol-1-yl)ethyl)carbamic acid tert-butyl ester